2-Butoxy-7-((5-methyl-6-(pyrrolidin-1-yl)pyridin-3-yl)methyl)imidazo[2,1-f][1,2,4]triazin-4-amin C(CCC)OC1=NN2C(C(=N1)N)=NC=C2CC=2C=NC(=C(C2)C)N2CCCC2